6-(5,5-Dimethyl-6,7-dihydro-5H-pyrrolo[2,1-c][1,2,4]triazol-3-yl)pyridine CC1(CCC2=NN=C(N21)C2=CC=CC=N2)C